butyl ((1r,4r)-4-(piperidin-4-yloxy)cyclohexyl)carbamate N1CCC(CC1)OC1CCC(CC1)NC(OCCCC)=O